B(O)(O)C=1C=CC(=C(C(=O)N[C@@H]2C[C@@H](N(C2)C(=O)C=2C=C(C=CC2S(=O)(=O)C)B(O)O)C(N)=O)C1)S(=O)(=O)C (3-((2R,4R)-4-(5-borono-2-(methylsulfonyl)benzamido)-2-carbamoylpyrrolidine-1-carbonyl)-4-(methylsulfonyl)phenyl)boronic acid